FC=1C=C(C=CC1C(F)(F)F)NC(=O)NC1CCN(CC1)C(=O)C1COCCC1 1-(3-fluoro-4-(trifluoromethyl)phenyl)-3-(1-(tetrahydro-2H-pyran-3-carbonyl)piperidin-4-yl)urea